C1(=CC=CC=C1)C1=COC2=CC=CC=C2C1=O 3-phenylchromen-4-one